4-[2-[methoxy(methyl)amino]-1,1-dimethyl-2-oxo-ethyl]piperidine-1-carboxylic acid tert-butyl ester C(C)(C)(C)OC(=O)N1CCC(CC1)C(C(=O)N(C)OC)(C)C